tert-butyl ((5-(((tert-butyldiphenylsilyl)oxy) methyl) pyrrolidin-2-yl)-methyl)(methyl)carbamate [Si](C1=CC=CC=C1)(C1=CC=CC=C1)(C(C)(C)C)OCC1CCC(N1)CN(C(OC(C)(C)C)=O)C